2'-hydroxydihydrochalcone sodium salt [Na].OC1=C(C(/C=C/C2CC=CC=C2)=O)C=CC=C1